FC=1C=C(COC2=CC(=C(C=C2)CO)C)C=CC1 (4-(3-fluorobenzyloxy)-2-methylphenyl)methanol